2-(4-Chlorophenoxy)-N-(1-(2-(4-chlorophenoxy)ethyl)-3-methylpiperidin-4-yl)acetamid ClC1=CC=C(OCC(=O)NC2C(CN(CC2)CCOC2=CC=C(C=C2)Cl)C)C=C1